trimethyl-2,3-dioleyloxypropylammonium chloride [Cl-].C[N+](CC(COCCCCCCCC\C=C/CCCCCCCC)OCCCCCCCC\C=C/CCCCCCCC)(C)C